C(CCCCCCCCC)N(CCC(=O)O[C@@H]1CC[C@@H](CC1)OC(CCN(CCCCCCCCCC)CCCCCCCCCC)=O)CCCCCCCCCC (cis)-cyclohexane-1,4-diyl bis(3-(didecylamino)propanoate)